C12CC(CC2C1)OC1=C(C=C(C=C1F)NC(=O)C=1N=C(OC1CC)N1CC2C(C1)COC2)F N-(4-(cis-bicyclo[3.1.0]hex-3-yloxy)-3,5-difluorophenyl)-5-ethyl-2-(tetrahydro-1H-furo[3,4-c]pyrrol-5(3H)-yl)oxazole-4-carboxamide